3-(phenethylamino)quinoxaline C(CC1=CC=CC=C1)NC=1C=NC2=CC=CC=C2N1